2-(3-Methylbutyl)-2-isopropyl-1,3-dimethoxypropane ethyl-6-(2-(2-(2-methoxyethoxy)ethoxy)ethyl)-2-methyl-5-oxo-5,6-dihydro-1,6-naphthyridine-3-carboxylate C(C)OC(=O)C=1C(=NC=2C=CN(C(C2C1)=O)CCOCCOCCOC)C.CC(CCC(COC)(COC)C(C)C)C